2-hexyldecyl 6-(6-bromo-N-hexylhexanamido)hexanoate 2-Hexyldecyl-6-(6-bromo-N-hexylhexanamido)hexanoate C(CCCCC)C(COC(CCCCCN(C(CCCCCBr)=O)CCCCCC)=O)CCCCCCCC.BrCCCCCC(=O)N(CCCCCC)CCCCCC(=O)OCC(CCCCCCCC)CCCCCC